5,6,7,8-tetrafluoro-1,4-bis(4-trifluoromethylphenyl)phthalazine bis(1-octyloxy-2,2,6,6-tetramethyl-4-piperidyl)sebacate C(CCCCCCC)ON1C(CC(CC1(C)C)OC(CCCCCCCCC(=O)OC1CC(N(C(C1)(C)C)OCCCCCCCC)(C)C)=O)(C)C.FC1=C2C(=NN=C(C2=C(C(=C1F)F)F)C1=CC=C(C=C1)C(F)(F)F)C1=CC=C(C=C1)C(F)(F)F